2-heptyl methacrylate C(C(=C)C)(=O)OC(C)CCCCC